2-(4-chlorophenyl)benzo[d]imidazo[2,1-b]thiazole-7-carboxylic acid ClC1=CC=C(C=C1)C=1N=C2SC3=C(N2C1)C=CC(=C3)C(=O)O